1-cyclopropyl-3-[(1S,2R)-2-(4-fluoro-3-methylphenyl)cyclopropyl]-1-[(3R)-1-(pyridazin-3-yl)piperidin-3-yl]urea C1(CC1)N(C(=O)N[C@@H]1[C@H](C1)C1=CC(=C(C=C1)F)C)[C@H]1CN(CCC1)C=1N=NC=CC1